9-Ethyl-3-ethynyl-6,6-dimethyl-8-(4-methylpiperazin-1-yl)-5,6-dihydro-11H-benzo[b]carbazole C(C)C1=CC2=C(C(C=3NC4=CC(=CC=C4C3C2)C#C)(C)C)C=C1N1CCN(CC1)C